(3R,4R)-3-(4-fluorophenoxymethyl)-4-methyl-2-[5-methyl-2-(pyrimidin-2-yl)benzoyl]-2-azabicyclo[3.1.1]heptane FC1=CC=C(OC[C@@H]2N(C3CC([C@H]2C)C3)C(C3=C(C=CC(=C3)C)C3=NC=CC=N3)=O)C=C1